C(N)(OC(CC1CCN(CC1)C(=O)C=1SC(=C(C1)C1=CC(=C(C=C1)C#N)F)Br)(C)C)=O (1-(5-bromo-4-(4-cyano-3-fluorophenyl)thiophene-2-carbonyl)piperidine-4-yl)tert-butyl carbamate